C1(=CC=CC=C1)CN Phenyl-methanamine